C(C)(C)(C)OC(=O)N1C[C@@H](NCC1)C(=O)O (R)-4-(tert-Butoxycarbonyl)piperazine-2-carboxylic acid